O.P(=O)(O)(O)[O-].[Na+].P(=O)([O-])(O)O.[Na+] sodium phosphate compound with sodium dihydrogen phosphate hydrate